C(#N)C1=C(N=C2N(C1=O)C=C(C=C2[C@@H](C)NC2=C(C(=O)O)C=CC=C2)C)N2C1CN(CC2C1)C1=CC=C(C=C1)C#N 2-(((1R)-1-(3-cyano-2-(3-(4-cyanophenyl)-3,6-diazabicyclo[3.1.1]heptan-6-yl)-7-methyl-4-oxo-4H-pyrido[1,2-a]pyrimidin-9-yl)ethyl)amino)benzoic acid